C1(CCCCCC1)NC(OC1=CC(=C(C=C1)OC)C=1C=NC=C(C1)C=1OC=CN1)=O 4-methoxy-3-(5-(oxazol-2-yl)pyridin-3-yl)phenyl cycloheptylcarbamate